C(C)C=1C=CC(=NC1)CCOC=1C=C(C=C2CCN(C(C12)=O)CC1=CC(=CC(=C1)NC(C(F)F)=O)C(F)(F)F)OC 8-[2-(5-ethylpyridin-2-yl)ethoxy]-6-methoxy-2-[3-trifluoromethyl-5-(2,2-difluoroacetamido)-benzyl]-3,4-dihydroisoquinolin-1(2H)-one